C(C)(C)(C)OC(C1=C(C=CC=C1)NC(C)C=1C=C(C=C2C(C=C(OC12)C1=CC=C(C=C1)N1C(COCC1)C)=O)C)=O [1-[6-methyl-2-[4-(3-methylmorpholin-4-yl)phenyl]-4-oxo-chromen-8-yl]ethylamino]benzoic acid tert-butyl ester